6-nitro-L-tryptophan [N+](=O)([O-])C=1C=C2NC=C(C[C@H](N)C(=O)O)C2=CC1